3-bromo-7-fluorobenzo[h]isoquinoline BrC=1N=CC2=C3C(=CC=C2C1)C(=CC=C3)F